CSCCC(=O)C(=O)O methylthiobutyric acid